(1R,2R)-2-(8-fluoro-6-methoxy-2,3,4,5-tetrahydro-1H-pyrido[4,3-b]indole-2-carbonyl)-N-(4-oxotetrahydrofuran-3-yl)-cyclohexane-1-carboxamide FC1=CC=2C3=C(NC2C(=C1)OC)CCN(C3)C(=O)[C@H]3[C@@H](CCCC3)C(=O)NC3COCC3=O